(S)-7-((3-amino-1H-pyrazol-1-yl)methyl)-4-(cyclopropylethynyl)-4-(1,1-difluoroethyl)-6-fluoro-3,4-dihydroquinazolin-2(1H)-one NC1=NN(C=C1)CC1=C(C=C2[C@](NC(NC2=C1)=O)(C(C)(F)F)C#CC1CC1)F